2-amino-5-(3-fluorophenyl)-4-oxo-4,5-dihydrofuran-3-yl phenylmethanesulfonate C1(=CC=CC=C1)CS(=O)(=O)OC1=C(OC(C1=O)C1=CC(=CC=C1)F)N